C(C)OC(CNC(=O)C=1SC(=C(C1C)Cl)Cl)=O N-[(4,5-dichloro-3-methyl-2-thienyl)carbonyl]Glycine ethyl ester